N-((1S,2S)-2-(2,4-dichlorophenyl)cyclobutyl)-2-(trifluoromethyl)nicotinamide ClC1=C(C=CC(=C1)Cl)[C@H]1[C@H](CC1)NC(C1=C(N=CC=C1)C(F)(F)F)=O